(S)-(7-(4-fluorobenzyl)-2-methyl-2,3-dihydro-1H-pyrido[2,3-b][1,4]oxazin-6-yl)methyl acetate C(C)(=O)OCC=1C(=CC2=C(OC[C@@H](N2)C)N1)CC1=CC=C(C=C1)F